7-chloro-8-methyl-5-[4-(trifluoromethoxy)phenyl]quinoline ClC1=CC(=C2C=CC=NC2=C1C)C1=CC=C(C=C1)OC(F)(F)F